4-[5-(4,4,5,5-tetramethyl-1,3-dioxolan-2-yl)-2-pyridinyl]Morpholine CC1(OC(OC1(C)C)C=1C=CC(=NC1)N1CCOCC1)C